tert-Butyl 2,2-dimethyl-4-[3-(4-sulfamoylpyrazol-1-yl)propyl]pyrrolidine-1-carboxylate CC1(N(CC(C1)CCCN1N=CC(=C1)S(N)(=O)=O)C(=O)OC(C)(C)C)C